OC1CCC(CC1)NCCCCCC(=O)OCCCCCCCCCCC undecyl 6-((4-hydroxycyclohexyl)amino)hexanoate